C(C)(=O)OI(OC(C)=O)C1=CC=CC=C1 (diacetoxyiodo)-benzene